C1(CC1)NC(C1=C(C=CC(=C1)P(=O)(C)C)NCC#CC1=C(C2=C(S1)C(=CC=C2)N[C@H]2[C@H](CN(CC2)C)F)CC(F)(F)F)=O N-cyclopropyl-5-(dimethylphosphoryl)-2-((3-(7-(((3S,4R)-3-fluoro-1-methylpiperidin-4-yl)amino)-3-(2,2,2-trifluoroethyl)benzo[b]thiophen-2-yl)prop-2-yn-1-yl)amino)benzamide